dec-en-3-yl 2,2-dimethylpropionate CC(C(=O)OC(C=C)CCCCCCC)(C)C